Cl.CC1(CNCC1)C 3,3-dimethylpyrrolidine hydrochloride salt